(1S,5R)-1-(5-methyl-1,3,4-oxadiazol-2-yl)-N-(4-methyl-3-(1-methyl-1H-pyrazol-3-yl)phenyl)-6-azabicyclo[3.1.1]heptane-6-carboxamide CC1=NN=C(O1)[C@@]12CCC[C@@H](N1C(=O)NC1=CC(=C(C=C1)C)C1=NN(C=C1)C)C2